(±)-1-benzoylpiperidine-3-carboxylic acid C(C1=CC=CC=C1)(=O)N1C[C@@H](CCC1)C(=O)O |r|